CN1N=C(C=C1C)C1=NN2C(N=C(C=C2N2CCOCC2)N2N=C(C=C2)C2=CC=CC=C2)=C1 4-[2-(1,5-dimethylpyrazol-3-yl)-5-(3-phenylpyrazol-1-yl)pyrazolo[1,5-a]pyrimidin-7-yl]morpholine